4,4,6-trifluoro-1-[5-fluoro-4-methyl-6-(trifluoromethyl)pyridin-3-yl]-2,3-dihydroquinoline-8-carbonitrile FC1(CCN(C2=C(C=C(C=C12)F)C#N)C=1C=NC(=C(C1C)F)C(F)(F)F)F